N-(2-((R)-4-Cyanothiazolidin-3-yl)-2-oxoethyl)-6-((2R,6R)-2,6-dimethyl-morpholino)quinoline-4-carboxamide C(#N)[C@H]1N(CSC1)C(CNC(=O)C1=CC=NC2=CC=C(C=C12)N1C[C@H](O[C@@H](C1)C)C)=O